O=C1NC(CCC1C1=NN(C2=CC(=CC=C12)N([C@H]1[C@@H](CN(CC1)C(=O)OC(C)(C)C)C)C)C)=O tert-butyl (3R,4R)-4-[[3-(2,6-dioxo-3-piperidyl)-1-methyl-indazol-6-yl]-methyl-amino]-3-methyl-piperidine-1-carboxylate